COC1=CC=C(CN2N=CC=3C(C[C@H](CC23)C)=O)C=C1 (S)-1-(4-methoxybenzyl)-6-methyl-1,5,6,7-tetrahydro-4H-indazol-4-one